ClC1=C(C(=NC=N1)OC=1C=CC(=C(C1)CO)N1CC(CC1)OC1=NC=CC=C1Cl)CC (5-(6-chloro-5-ethylpyrimidin-4-yloxy)-2-(3-(3-chloropyridin-2-yloxy)pyrrolidin-1-yl)phenyl)methanol